N-phenyl-N'-(o-methylphenyl)p-phenylenediamine C1(=CC=CC=C1)NC1=CC=C(C=C1)NC1=C(C=CC=C1)C